C1(=CC=CC=C1)P(C=1[CH-]C=CC1)C1=CC=CC=C1.[CH-]1C=CC=C1.[Fe+2] (S)-2-(diphenylphosphino)ferrocene